4-(4-chloro-2-fluorophenyl)-2-((3R)-4,4-difluoro-3-(1-methyl-1H-pyrazol-4-yl)-1-piperidinyl)-6,7-dimethylpteridine ClC1=CC(=C(C=C1)C1=NC(=NC2=NC(=C(N=C12)C)C)N1C[C@H](C(CC1)(F)F)C=1C=NN(C1)C)F